FC1=CC(=C(CNC(=O)C2CCN(CC2)C(=O)OC(C)(C)C)C=C1)C(F)(F)F tert-butyl 4-((4-fluoro-2-(trifluoromethyl)benzyl)carbamoyl)piperidine-1-carboxylate